FC=1C=C(OC2C[C@@H]3[C@@H](CN(C3)C(=O)OCC3=CC=CC=C3)C2)C=CC1F (3aR,5s,6aS)-benzyl 5-(3,4-Difluorophenoxy)hexahydrocyclopenta[c]pyrrole-2(1H)-carboxylate